NC([C@H](C[C@H]1C(NC(C1)(C)C)=O)NC(=O)C1(C(C1)C1CC1)NC(=O)C=1NC2=C(C(=CC=C2C1)F)F)=O N-[1-[[(1S)-2-amino-1-[[(3R)-5,5-dimethyl-2-oxo-pyrrolidin-3-yl]methyl]-2-oxo-ethyl]carbamoyl]-2-cyclopropyl-cyclopropyl]-6,7-difluoro-1H-indole-2-carboxamide